methyl 1-[3-amino-5-(trifluoromethyl)-2-pyridyl]-4-methyl-piperidine-4-carboxylate NC=1C(=NC=C(C1)C(F)(F)F)N1CCC(CC1)(C(=O)OC)C